BrC1=CC(=C(C(=O)O)C(=C1)/C=N/N)F 4-bromo-2-fluoro-6-[(E)-hydrazinylidenemethyl]benzoic acid